cis-Resveratrol 3-sulfate S(=O)(=O)(O)OC=1C=C(C=C(C1)O)\C=C/C1=CC=C(O)C=C1